C(C)(C)SC1=NN=NN1CCCC[Si](OCC)(OCC)OCC 5-Isopropylthio-1-[4-(triethoxysilyl)butyl]-1H-tetrazole